Zeta-Carotene CC(C)=CCC\C(\C)=C\CC\C(\C)=C\C=C\C(\C)=C\C=C\C=C(/C)\C=C\C=C(/C)\CC\C=C(/C)\CCC=C(C)C